Tert-butyl 3-(pyridin-4-yloxy)azetidine-1-carboxylate N1=CC=C(C=C1)OC1CN(C1)C(=O)OC(C)(C)C